5-CHLORO-3-METHYL-1-[3-(TRIFLUOROMETHYL)PHENYL]-1H-PYRAZOLE-4-CARBALDEHYDE ClC1=C(C(=NN1C1=CC(=CC=C1)C(F)(F)F)C)C=O